(R)-N-(2-chloro-3-fluoro-4-(N-(1-(piperidin-4-yl)ethyl)sulfamoyl)phenyl)-2-methylbenzamide ClC1=C(C=CC(=C1F)S(N[C@H](C)C1CCNCC1)(=O)=O)NC(C1=C(C=CC=C1)C)=O